3-hydroxyisophthalamide OC1(CC(C(=O)N)=CC=C1)C(=O)N